CC(C(=O)O)(C(C)C)O.OC(C(=O)O)C(C)C hydroxy-3-methylbutanoate (methyl 2-hydroxy-3-methyl butyrate)